1-(4-((6-amino-5-cyanopyrimidin-4-yl)oxy)-2,6-difluorophenyl)-3-(3-(tert-butyl)-1-(4-methoxyphenyl)-1H-pyrazol-5-yl)urea NC1=C(C(=NC=N1)OC1=CC(=C(C(=C1)F)NC(=O)NC1=CC(=NN1C1=CC=C(C=C1)OC)C(C)(C)C)F)C#N